4-(2,4-difluorophenyl)-N,N-dimethyl-pteridine-6-carboxamide FC1=C(C=CC(=C1)F)C1=NC=NC2=NC=C(N=C12)C(=O)N(C)C